bromo-5-iodopyrazine BrC1=NC=C(N=C1)I